2-(((3-(2-(2-(3-(Hydroxymethyl)azetidin-1-yl)ethoxy)ethoxy)propanoyl)oxy)-methyl)propane-1,3-diyl bis(2-hexyldecanoate) C(CCCCC)C(C(=O)OCC(COC(C(CCCCCCCC)CCCCCC)=O)COC(CCOCCOCCN1CC(C1)CO)=O)CCCCCCCC